Rhodium Phosphit P([O-])([O-])[O-].[Rh+3]